6-(3-ethoxy-4-hydroxyphenyl)-3-phenyl-2H-pyrazolo[3,4-b]pyridine-4-carboxylic acid C(C)OC=1C=C(C=CC1O)C=1C=C(C=2C(N1)=NNC2C2=CC=CC=C2)C(=O)O